CN(S(=O)(=O)F)C N,N-dimethyl-sulfamoyl fluoride